BrC1=C(N=C(S1)C1=CC=C(C=C1)OCC)C(=O)OCCCC Butyl 5-bromo-2-(4-ethoxyphenyl)thiazole-4-carboxylate